methyl 2-cyclopropyl-6-(4-methylpiperazin-1-yl)pyrimidine-4-carboxylate C1(CC1)C1=NC(=CC(=N1)C(=O)OC)N1CCN(CC1)C